C(C)C1=C(C(=C(C(=C1CC)C)C)C)O 2,3-diethyl-4,5,6-trimethylphenol